FC1=C(CC2=NC3=C(N2CCOC)C=C(C=C3)C(=O)OC(C)(C)C)C=C(C(=C1)C1=NC(=CC=C1)OCC1=C(C=C(C=C1)C=1CCNCC1)F)F tert-butyl 2-(2,5-difluoro-4-(6-((2-fluoro-4-(1,2,3,6-tetrahydropyridin-4-yl)benzyl)oxy)pyridin-2-yl)benzyl)-1-(2-methoxyethyl)-1H-benzo[d]imidazole-6-carboxylate